C(C)(=O)OCCCC\C=C\CCCC (e)-dec-5-en-1-yl acetate